8-Methoxy-N-[(1R)-1-(1-methylpyrazol-3-yl)ethyl]-6-(5-methyl-2-pyridinyl)quinazolin-4-amine COC=1C=C(C=C2C(=NC=NC12)N[C@H](C)C1=NN(C=C1)C)C1=NC=C(C=C1)C